1-(2-morpholinoethyl)-3-(4-(3-(piperidin-1-yl)cyclobutoxy)phenyl)urea O1CCN(CC1)CCNC(=O)NC1=CC=C(C=C1)OC1CC(C1)N1CCCCC1